(R)-(3-Aminopiperidin-1-yl)(2-(1-(cyclopropylmethyl)-6-methoxy-1H-indol-2-yl)-6-methyl-5,6-dihydro-4H-imidazo[1,5,4-de]quinoxalin-8-yl)methanone N[C@H]1CN(CCC1)C(=O)C=1C=C2C=3N(CCN(C3C1)C)C(=N2)C=2N(C1=CC(=CC=C1C2)OC)CC2CC2